FC1=C(C=CC(=C1)OC=1SC=C(N1)C=1OC(=NN1)C(C)C)NC(OC(C)(C)C)=O tert-butyl (2-fluoro-4-((4-(5-isopropyl-1,3,4-oxadiazol-2-yl)thiazol-2-yl)oxy)phenyl)carbamate